(6S)-2-(4-chloro-2-fluorophenyl)-6-methyl-3-(pyridin-4-yl)-4,5,6,7-tetrahydropyrazolo[1,5-a]pyrazine hydrogen chloride Cl.ClC1=CC(=C(C=C1)C1=NN2C(CN[C@H](C2)C)=C1C1=CC=NC=C1)F